BrC1=C(N)C(=CC(=C1Cl)Br)C 2,4-dibromo-3-chloro-6-methylaniline